C(N)(O[C@H]([C@]1(CN(CC1)C(C)(C)C=1C=NC(=CC1)C)CCC=1SC(=CC1)F)F)=O |o1:4| (S)-fluoro((R or S)-3-(2-(5-fluorothiophen-2-yl)ethyl)-1-(2-(6-methylpyridin-3-yl)propan-2-yl)pyrrolidin-3-yl)methyl carbamate